FC(C1=NN=C(O1)C=1C=CC(=NC1)CN(C(=O)C1(CN(C1)CC)F)C1=CC(=CC=C1)F)F N-((5-(5-(difluoromethyl)-1,3,4-oxadiazol-2-yl)pyridin-2-yl)methyl)-1-ethyl-3-fluoro-N-(3-fluorophenyl)azetidine-3-carboxamide